5,10-dihydropyrimido[4,5-d][1,2,4]triazolo[4,3-a]pyrimidine N=1N=CN2C1NC1=C(C2)C=NC=N1